N-((3-methyl-1-phenyl-1H-pyrazol-5-yl)oxy)methylisobutylamide CC1=NN(C(=C1)OC[N-]CC(C)C)C1=CC=CC=C1